5-chloro-N4-(cyclopropylmethyl)-N2-(2-methoxy-4-(methylsulfonyl)phenyl)-7H-pyrrolo[2,3-d]pyrimidine-2,4-diamine ClC1=CNC=2N=C(N=C(C21)NCC2CC2)NC2=C(C=C(C=C2)S(=O)(=O)C)OC